CN(CCOC(C(=C)C)=O)C methacrylic acid-2-(dimethylamino)-ethyl ester